ClC1=C(OC(C(=O)O)(C)C)C(=CC(=C1)CN1C(N(CC1=O)C1=CC=C(C=C1)C(F)(F)F)=O)C 2-(2-Chloro-4-((2,5-dioxo-3-(4-(trifluoromethyl)phenyl)imidazolidin-1-yl)methyl)-6-methylphenoxy)-2-methylpropionic Acid